3,3'-[[1,1'-Biphenyl]-4,4'-diylbis-(azo)]bis[4-amino-1-naphthalenesulfonic acid]-disodium salt [Na+].[Na+].C1(=CC=C(C=C1)N=NC=1C=C(C2=CC=CC=C2C1N)S(=O)(=O)[O-])C1=CC=C(C=C1)N=NC=1C=C(C2=CC=CC=C2C1N)S(=O)(=O)[O-]